C(CCCCCCCCCCC)(=O)OOC(CCCCCCCCCCC)=O bis(lauroyl) peroxide